6-Hydroxypyridine-3-carboxylic acid OC1=CC=C(C=N1)C(=O)O